3-Cyclopropyl-1-(3-(difluoromethoxy)phenyl)-N-(4-methyl-1,1-dioxidotetrahydro-2H-thiopyran-4-yl)-2-oxo-2,3-dihydro-1H-benzo[d]imidazole-5-carboxamide C1(CC1)N1C(N(C2=C1C=C(C=C2)C(=O)NC2(CCS(CC2)(=O)=O)C)C2=CC(=CC=C2)OC(F)F)=O